N-[6-(2,2-difluoroethoxy)-5-fluoro-2-methoxy-3-pyridinyl]-7-(trifluoromethyl)imidazo[1,2-a]pyridine-3-sulfonamide FC(COC1=C(C=C(C(=N1)OC)NS(=O)(=O)C1=CN=C2N1C=CC(=C2)C(F)(F)F)F)F